5-[2-(benzylsulfonyl)-7-{[(3R)-3-methyl-3,4-dihydroisoquinolin-2(1H)-yl]carbonyl}-1,2,3,4-tetrahydroisoquinolin-6-yl]-N-(4-hydroxyphenyl)-1,2-dimethyl-N-phenyl-1H-pyrrole-3-carboxamide C(C1=CC=CC=C1)S(=O)(=O)N1CC2=CC(=C(C=C2CC1)C1=CC(=C(N1C)C)C(=O)N(C1=CC=CC=C1)C1=CC=C(C=C1)O)C(=O)N1CC2=CC=CC=C2C[C@H]1C